ClC=1C=C(C=CC1OC)NC(=O)C1CCC(CC1)N1C(NC2=C(C1)C(=CC=N2)C)=O (1s,4s)-N-(3-Chloro-4-methoxyphenyl)-4-(5-methyl-2-oxo-1,2-dihydropyrido[2,3-d]pyrimidin-3(4H)-yl)cyclohexanecarboxamide